CC1(CN(CCC1)C(=O)C1=NNC(=C1)C=1C=C(C=CC1)C=1OC(=CN1)C(=O)NC(CC)CC)C 2-(3-(3-(3,3-dimethylpiperidine-1-carbonyl)-1H-pyrazol-5-yl)phenyl)-N-(pentan-3-yl)oxazole-5-carboxamide